C(C)C1=NC=CC(=C1)C(=O)NC=1C=C2CC(C(NC2=CC1F)=O)(C)C 2-ethyl-N-(7-fluoro-3,3-dimethyl-2-oxo-1,4-dihydroquinolin-6-yl)pyridine-4-carboxamide